(S)-1-hydroxyhexan-2-aminium OC[C@H](CCCC)[NH3+]